1-[(1R)-1-cyclopentylethyl]-1H-imidazole-4-carboxylic acid ethyl ester C(C)OC(=O)C=1N=CN(C1)[C@H](C)C1CCCC1